10-(2-fluorophenyl)-3,3-dimethyl-2,3,4,10-tetrahydro-1H-indolo[1,2-a]indol-1-one FC1=C(C=CC=C1)C1C=2C=CC=CC2N2C1=CC=1C(CC(CC21)(C)C)=O